FC(=C1CCC2=C(C(=CC=C12)C1=NN=C(C(N1C)=O)N[C@H]1CN(CCC1)CC)O)F (R)-3-(1-(difluoromethylene)-4-hydroxy-2,3-dihydro-1H-inden-5-yl)-6-((1-ethylpiperidin-3-yl)amino)-4-methyl-1,2,4-triazine-5(4H)-one